2,3-dimethyl-2,3-di(4-vinyl-phenyl)butane CC(C)(C(C)(C1=CC=C(C=C1)C=C)C)C1=CC=C(C=C1)C=C